BrC1=NN(C(C2=CC=C(C=C12)Br)=O)CC1=CC=C(C=C1)OC 4,6-dibromo-2-(4-methoxybenzyl)phthalazin-1(2H)-one